CC1(N(CCC1)CCC(=O)NC=1C=C(C(=NC1)C)C=1N2C(SC1C=1C=NN(C1)C)=C(C=N2)C(=O)N)C (5-(3-(2,2-dimethylpyrrolidin-1-yl)propanamido)-2-methylpyridin-3-yl)-2-(1-methyl-1H-pyrazol-4-yl)pyrazolo[5,1-b]Thiazole-7-carboxamide